(5R,8S)-N-(5-cyclohexyl-1,3,4-thiadiazol-2-yl)-1-fluoro-6,7,8,9-tetrahydro-5H-5,8-epiminocyclohepta[c]pyridine-10-carboxamide C1(CCCCC1)C1=NN=C(S1)NC(=O)N1[C@@H]2CC[C@H]1CC=1C(=NC=CC12)F